BrC=1C=C(C(=C2C=C(N(C12)CC1CC1)C1=CCCNC1)F)C(=O)N(C)C 7-Bromo-1-(cyclopropylmethyl)-4-fluoro-N,N-dimethyl-2-(1,2,3,6-tetrahydropyridin-5-yl)indole-5-carboxamide